C(CC(=O)OC1CC(N(C(C1)(C)C)O)(C)C)(=O)OC1CC(N(C(C1)(C)C)O)(C)C bis(1-oxyl-2,2,6,6-tetramethylpiperidin-4-yl) propanedioate